(R)-3-(1-((7-(cyclopentylamino)-6-((4-cyclopropylpiperazin-1-yl)methyl)-4-methylphthalazin-1-yl)amino)ethyl)-2-methylbenzonitrile C1(CCCC1)NC1=C(C=C2C(=NN=C(C2=C1)N[C@H](C)C=1C(=C(C#N)C=CC1)C)C)CN1CCN(CC1)C1CC1